C12C(CC(CC1)CC2)C(C)NS(=O)(=O)C2=CC=C1CCNC(C1=C2)=O N-(1-(bicyclo[2.2.2]oct-2-yl)ethyl)-1-oxo-1,2,3,4-tetrahydroisoquinoline-7-sulfonamide